CC1=CC=C(O1)C1=NC=2C(=C3C(=NC2)NC=C3)N1C=1C=NN(C1)C(C#N)C 4-(2-(5-methylfuran-2-yl)imidazo[4,5-d]pyrrolo[2,3-b]pyridin-1(6H)-yl)-1H-pyrazol-1-ylpropanenitrile